Cl.NCC(=O)NCC(F)(F)F 2-amino-N-(2,2,2-trifluoroethyl)-acetamide hydrochloride